N-(1-{[4-(methylsulfanyl)phenyl]methyl}piperidin-3-yl)-1H-indazol-5-amine CSC1=CC=C(C=C1)CN1CC(CCC1)NC=1C=C2C=NNC2=CC1